ClC=1C(=CC(=C(C1)NC(OC(C)(C)C)=O)F)C=1C=NC=C(C1)C=O tert-butyl (5-chloro-2-fluoro-4-(5-formylpyridin-3-yl)phenyl)carbamate